ClC=1C(=C(C=CC1)[C@H]1[C@@H](N[C@H]([C@]1(CCNC(=O)C1CC1)C1=C(C=C(C=C1)Cl)F)CC(C)(C)C)C(=O)NC1=C(C=C(C(=O)O)C=C1)OC)F 4-((2R,3S,4S,5S)-3-(3-chloro-2-fluorophenyl)-4-(4-chloro-2-fluorophenyl)-4-(cyclopropanecarboxamidoethyl)-5-neopentylpyrrolidine-2-carboxamido)-3-methoxybenzoic acid